BrC=1C=C(C=C2C(N(C(=NC12)[C@@H]1OCCCC1)C1CC1)=O)F (R)-8-bromo-3-cyclopropyl-6-fluoro-2-(tetrahydro-2H-pyran-2-yl)quinazolin-4(3H)-one